NC1=C(C=CC=C1)C1C(COC(=O)OC(C)(C)C)O1 Boc aminobenzeneglycidyl ether